O1C(=NC=C1)C=1C=C(N)C=CC1 3-(oxazol-2-yl)aniline